COC1CN(C1)C=1C=C2C3=NNC4=CC=C(OCCCNC(OCC(C1)=C2)=O)C=C34 4-(3-methoxyazetidin-1-yl)-8,14-dioxa-10,19,20-triazatetracyclo[13.5.2.12,6.018,21]tricosa-1(20),2,4,6(23),15,17,21-heptaen-9-one